C(C1=CC=CC=C1)NC(C([C@H](CC=1C(NC=CC1)=O)NC([C@H](CC(C)C)NC(=O)C=1NC2=CC=CC=C2C1)=O)=O)=O N-((S)-1-(((S)-4-(benzylamino)-3,4-dioxo-1-(2-oxo-1,2-dihydropyridin-3-yl)butan-2-yl)amino)-4-methyl-1-oxopentan-2-yl)-1H-indole-2-carboxamide